COCC1=CC=C(NC)C=C1 4-(methoxymethyl)-N-methylaniline